1,3-cyclohexane diisocyanate C1CC(CC(C1)N=C=O)N=C=O